C(CCCCCCCCCCCCC(=O)O)(=O)O tetradecanedioic acid